NC=1N=CC=C2CCN(CC12)C=1C=C(C=CC1)C1=CC(=NO1)[C@]1(C(N(CC1)C)=O)O (R)-3-(5-(3-(8-amino-3,4-dihydro-2,7-naphthyridin-2(1H)-yl)phenyl)isoxazol-3-yl)-3-hydroxy-1-methylpyrrolidin-2-one